2-methyl-1-[4-methylthiophenyl]2-morpholinyl-1-propanone CC(C(=O)C=1SC=C(C1)C)(C)N1CCOCC1